7-chloro-8-cyclopropyl-6-(2,6-difluorophenyl)-1-methyl-4H-[1,2,4]Triazolo[4,3-a][1,4]Benzodiazepine ClC1=C(C=CC2=C1C(=NCC=1N2C(=NN1)C)C1=C(C=CC=C1F)F)C1CC1